5-hydroxy-1,3-dimethyltetrahydropyrimidin-2(1H)-one OC1CN(C(N(C1)C)=O)C